P(O)(O)O.C(C)(C)(C)C1=C(C(=CC(=C1)C(O)(C(CO)(CO)CO)C1=CC(=C(C(=C1)C(C)(C)C)C)C(C)(C)C)C(C)(C)C)C bis(2,6-di-tert-butyl-4-tolyl)pentaerythritol phosphite